methyl 6-((6-bromo-3-(1-(tert-butoxycarbonyl)piperidine-4-yl)-2-oxo-2,3-dihydro-1H-benzo[d]imidazole-1-yl)methyl)nicotinate BrC=1C=CC2=C(N(C(N2C2CCN(CC2)C(=O)OC(C)(C)C)=O)CC2=NC=C(C(=O)OC)C=C2)C1